BrC1=CC=C(C(=N1)C)NCC(C)(O)C 1-[(6-bromo-2-methylpyridin-3-yl)amino]-2-methylpropan-2-ol